2,7-dibutylsuberate ammonium [NH4+].C(CCC)C(C(=O)[O-])CCCCC(C(=O)[O-])CCCC.[NH4+]